ClC=1C(=C(C=CC1F)[C@@H](C[C@H]1COCCC1)NC(=O)[C@H]1NC(NC1)=O)F (S)-N-((R)-1-(3-chloro-2,4-difluorophenyl)-2-((S)-tetrahydro-2H-pyran-3-yl)ethyl)-2-oxoimidazolidine-4-carboxamide